2-(4-(5-(8-cyanoquinolin-5-yl)-6-isopropyl-4H-pyrrolo[3,2-d]thiazol-2-yl)piperidin-1-yl)-N,N-dimethylacetamide C(#N)C=1C=CC(=C2C=CC=NC12)C1=C(C=2N=C(SC2N1)C1CCN(CC1)CC(=O)N(C)C)C(C)C